chloro-4-(4-methoxy-4-methylpiperidin-1-yl)-2-oxo-1,2-dihydro-1,5-naphthyridine-3-carbonitrile ClN1C(C(=C(C2=NC=CC=C12)N1CCC(CC1)(C)OC)C#N)=O